NC1=NC=NN2C1=C(C=C2C=2C=C(C(=NC2)OC)C(=O)NC2CN(CC2F)CC2=NC(=CC=C2)C(F)(F)F)C(F)(F)F 5-[4-amino-5-(trifluoromethyl)pyrrolo[2,1-f][1,2,4]triazin-7-yl]-N-(4-fluoro-1-{[6-(trifluoromethyl)pyridin-2-yl]methyl}pyrrolidin-3-yl)-2-methoxypyridine-3-carboxamide